CC1=C(C(=CC=C1)C)C1=NC(=NC(=C1)OC[C@@H](CC(C)(C)O)NC1CC2(CC2)C1)NS(=O)(=O)C=1C=C(C(=O)O)C=CC1 3-[[4-(2,6-dimethylphenyl)-6-[(2R)-4-hydroxy-4-methyl-2-(spiro[2.3]hexan-5-ylamino)pentoxy]pyrimidin-2-yl]sulfamoyl]benzoic acid